2-(prop-1-en-2-yl)aniline C=C(C)C1=C(N)C=CC=C1